tert-butyl-3-[[[2-[N-[(2R,4R)-4-methoxypyrrolidine-2-carbonyl]-4-(pentafluoro-λ6-sulfanyl)anilino]-2-(3-pyridyl)acetyl]amino]methyl]-3-methyl-piperidine-1-carboxylate C(C)(C)(C)OC(=O)N1CC(CCC1)(C)CNC(C(C=1C=NC=CC1)N(C1=CC=C(C=C1)S(F)(F)(F)(F)F)C(=O)[C@@H]1NC[C@@H](C1)OC)=O